ClC1=CN=C2C(=N1)N(N=C2I)COCC[Si](C)(C)C 6-chloro-3-iodo-1-((2-(trimethylsilyl)ethoxy)methyl)-1H-pyrazolo[3,4-b]Pyrazine